C1(C(C=CC=C1)C)(C)S(=O)(=O)OCCOCCOCCO triethylene glycol xylenesulfonate